C(C)C(CNC=1C=C(C=2N(N1)C(=NN2)C(C)C)NCCC2=NC=CC=C2)CC N6-(2-ethylbutyl)-3-isopropyl-N8-[2-(2-pyridyl)ethyl]-[1,2,4]triazolo[4,3-b]pyridazine-6,8-diamine